2-[4-(2-cyclopentylethyl)-2,6-bis(propan-2-yl)phenyl]-N-{4-[(dimethylamino)methyl]benzene-sulfonyl}acetamide C1(CCCC1)CCC1=CC(=C(C(=C1)C(C)C)CC(=O)NS(=O)(=O)C1=CC=C(C=C1)CN(C)C)C(C)C